C1(CC1)C(=O)NC1=CC2=C(N=N1)C(=NC=C2C=2C(=C(C=CC2)C=2C=NN(C2)C2CN(C2)CC2=CC=CC(=N2)C(=O)N(C)C2CC2)OC)NC 6-((3-(4-(3-(3-(cyclopropanecarboxamido)-8-(methylamino)pyrido[3,4-c]pyridazin-5-yl)-2-methoxyphenyl)-1H-pyrazol-1-yl)azetidin-1-yl)methyl)-N-cyclopropyl-N-methylpicolinamide